FC1(C[C@@H](C2=CC(=CC=C12)C(=O)OC)O)F methyl (S)-1,1-difluoro-3-hydroxy-2,3-dihydro-1H-indene-5-carboxylate